C1=CC(=CC=C1SCC(=O)C(=O)O)Br The molecule is a 2-oxo monocarboxylic acid comprising pyruvic acid having a 4-bromophenylsulfanyl group attached at the 3-position. It is a 2-oxo monocarboxylic acid, an aryl sulfide and an organobromine compound. It derives from a pyruvic acid and a bromobenzene. It is a conjugate acid of a (4-bromophenylsulfanyl)pyruvate.